ClC=1C(=C(C=CC1)O)C1=C(C2=C(CN3[C@@H](CO2)CNCC3)C=C1OCC1=CC=NC=C1)F 3-Chloro-2-{(12aR)-10-fluoro-8-[(pyridin-4-yl)methoxy]-1,2,3,4,12,12a-hexahydro-6H-pyrazino[2,1-c][1,4]benzoxazepin-9-yl}phenol